2-(4-(4-(dimethylamino)benzyl)piperazine-1-carbonyl)-N-(4-(dimethylamino)phenethyl)-5-fluorobenzamide CN(C1=CC=C(CN2CCN(CC2)C(=O)C2=C(C(=O)NCCC3=CC=C(C=C3)N(C)C)C=C(C=C2)F)C=C1)C